(S)-N-(azepan-3-yl)-4-(3-methyl-1H-pyrrolo[2,3-b]pyridin-4-yl)-3,4-dihydro-2H-1,4-thiazine-6-carboxamide hydrochloride Cl.N1C[C@H](CCCC1)NC(=O)C1=CN(CCS1)C1=C2C(=NC=C1)NC=C2C